(R)-2-((1-(3-(2-azabicyclo[2.2.2]-octan-2-yl)-2-cyano-7-methylquinoxalin-5-yl)ethyl)amino)benzoic acid C12N(CC(CC1)CC2)C=2C(=NC1=CC(=CC(=C1N2)[C@@H](C)NC2=C(C(=O)O)C=CC=C2)C)C#N